(1S)-3,3-difluorocyclopentan-1-amine hydrochloride Cl.FC1(C[C@H](CC1)N)F